FC1=CC=C(NCC#C)C=C1 4-fluoro-N-(prop-2-yn-1-yl)aniline